5-(bromomethyl)-2-chlorobenzoic acid BrCC=1C=CC(=C(C(=O)O)C1)Cl